C(C)OC(=O)C=1N(C2=CC=CC=C2C1)CCCOC 1-(3-methoxypropyl)-1H-indole-2-carboxylic acid ethyl ester